CC1(OB(OC1(C)C)C1=CC=C(C=C1)N1CCS(CC1)(=O)=O)C 4-(4-(4,4,5,5-tetramethyl-1,3,2-dioxaborolan-2-yl)phenyl)thiomorpholine 1,1-dioxide